N-[3-[3-[3-(hydroxymethyl)phenyl]imidazo[1,2-b]pyridazin-6-yl]phenyl]meth-anesulfonamide OCC=1C=C(C=CC1)C1=CN=C2N1N=C(C=C2)C=2C=C(C=CC2)NS(=O)(=O)C